ON(C(C(=CCC)C)=O)O N,N-dihydroxyethylmethacrylamide